3-amino-N-(6-(4-isopropyl-4H-1,2,4-triazol-3-yl)pyridin-2-yl)-4,5,6,7-tetrahydro-1H-indazole-1-carboxamide NC1=NN(C=2CCCCC12)C(=O)NC1=NC(=CC=C1)C1=NN=CN1C(C)C